Allyl (2-((S)-1-(2,3-difluorobenzyl)-5-thioxopyrrolidin-2-yl)ethanethioyl)-L-valinate FC1=C(CN2[C@@H](CCC2=S)CC(=S)N[C@@H](C(C)C)C(=O)OCC=C)C=CC=C1F